N-(4-(trifluoromethyl)phenyl)hydrazine-1-carbothioamide FC(C1=CC=C(C=C1)NC(=S)NN)(F)F